C(CCCCCCCCCCC)N1CCOCC1 4-laurylmorpholine